C1(CC1)CCCCC1=NC2=C(N1C(=O)N)C=C(C=C2N2CCCCC2)OC (4-Cyclopropylbutyl)-6-methoxy-4-(piperidin-1-yl)-1H-benzo[d]imidazole-1-carboxamide